C(CCC)C1N(CCC1NC)C=1N=NC(=CC1)C1=C(C=C(C(=C1)F)C=1C=NN(C1)C1OCCCC1)OCOC butyl-1-{6-[5-fluoro-2-(methoxymethoxy)-4-[1-(oxan-2-yl)pyrazol-4-yl]phenyl]pyridazin-3-yl}-N-methylpyrrolidin-3-amine